(4S,5R)-5-((dimethylamino)methyl)-2-((R)-1-hydroxypropan-2-yl)-4-methyl-8-(pyridin-2-ylethynyl)-2,3,4,5-tetrahydrobenzo[b][1,4,5]oxathiazocine 1,1-dioxide CN(C)C[C@H]1[C@H](CN(S(C2=C(O1)C=C(C=C2)C#CC2=NC=CC=C2)(=O)=O)[C@@H](CO)C)C